(1S,3R,4S)-N-((R)-1-cyano-2-((S)-2-oxopiperidin-3-yl)ethyl)-2-(2,7-difluoro-9-hydroxy-9H-fluorene-9-carbonyl)-5,5-difluoro-2-azabicyclo[2.2.2]octane-3-carboxamide C(#N)[C@@H](C[C@H]1C(NCCC1)=O)NC(=O)[C@@H]1N([C@@H]2CC([C@H]1CC2)(F)F)C(=O)C2(C1=CC(=CC=C1C=1C=CC(=CC21)F)F)O